8-(3,7-dimethylocta-2,6-dien-1-yl)-7-hydroxy-2-methyl-4-oxo-5-pentyl-4H-benzo[d][1,3]dioxine-2-carboxylic acid CC(=CCC1=C(C=C(C2=C1OC(OC2=O)(C(=O)O)C)CCCCC)O)CCC=C(C)C